Tetranitro-tetraphenyl-ethylene [N+](=O)([O-])C=1C(=C(C(=C(C1)C(=C(C1=CC=CC=C1)C1=CC=CC=C1)C1=CC=CC=C1)[N+](=O)[O-])[N+](=O)[O-])[N+](=O)[O-]